5-methyl-8-(2,2,2-trifluoroacetyl)-2,3,7,8,9,10-hexahydro-[1,4]Oxazepino[2,3-g]Isoquinolin-4(5H)-one CN1C(CCOC2=CC=3CCN(CC3C=C21)C(C(F)(F)F)=O)=O